N1CCC(CC1)N1C=NC2=C1C(=CC=C2)C(F)(F)F 1-(piperidin-4-yl)-7-(trifluoromethyl)-1H-benzo[d]imidazol